ClC1=CC=C(C=C1)C(=O)N1[C@@H](C=2N(CC1)C(=NN2)C2=NN1C(C=CC=C1C)=C2)C (R)-(4-chlorophenyl)(8-methyl-3-(7-methylpyrazolo[1,5-a]pyridin-2-yl)-5,6-dihydro-[1,2,4]triazolo[4,3-a]pyrazin-7(8H)-yl)methanone